ClC1=CC(=CC(=N1)N1C(C2=CC=CC(=C2C1)C(F)(F)F)=O)C(C)SC1=NN=CN1C 2-[6-chloro-4-[1-[(4-methyl-1,2,4-triazol-3-yl)sulfanyl]ethyl]-2-pyridyl]-4-(trifluoromethyl)isoindolin-1-one